(5-amino-8-(2-methoxy-6-methylpyridin-4-yl)-2-((6-methylpyridin-2-yl)methoxy)-[1,2,4]triazolo[1,5-c]pyrimidin-7-yl)benzonitrile NC1=NC(=C(C=2N1N=C(N2)OCC2=NC(=CC=C2)C)C2=CC(=NC(=C2)C)OC)C2=C(C#N)C=CC=C2